C(C)(C)(C)OC(=O)N1CCC(CC1)NC=1C=CC2=C(C=C(O2)C(=O)O)C1 4-(2-carboxy-benzofuran-5-ylamino)-piperidine-1-carboxylic acid tert-butyl ester